The molecule is a member of the class of xanthones that is methyl 9H-xanthene-1-carboxylate substituted by hydroxy groups at positions 2 and 8 and an oxo group at position 9. It has been isolated from Chaetomium globosum. It has a role as a Chaetomium metabolite. It is a member of xanthones, a polyphenol, an aromatic ether and a methyl ester. COC(=O)C1=C(C=CC2=C1C(=O)C3=C(C=CC=C3O2)O)O